[Cl-].C(CCC)C1(C=CC=C1)[Zr+2]C1(C(=C(C(=C1)C)C)C)C.[Cl-] (n-butylcyclopentadienyl)(tetramethylcyclopentadienyl)zirconium chloride